N-(3-methoxybenzyl)-N-(4-morpholinobenzyl)-4-(2-morpholinoethyl)oxazol-2-amine COC=1C=C(CN(C=2OC=C(N2)CCN2CCOCC2)CC2=CC=C(C=C2)N2CCOCC2)C=CC1